ClC1=CC=C(C=C1)[C@H](C(F)(F)F)N(C)S(N(C)CCOC)(=O)=O (1R)-1-(4-chlorophenyl)-2,2,2-trifluoro-N-[2-methoxyethyl(methyl)sulfamoyl]-N-methyl-ethanamine